FC=1C=NC=C(C(=O)N[C@H](C(N[C@H](C=C=O)C[C@H]2C(NCC2)=C=O)=C=O)CC2=CC=CC=C2)C1 5-Fluoro-N-{(S)-1-carbonyl-1-{{(S)-1-carbonyl-3-[(S)-2-carbonylpyrrolidin-3-yl]propan-2-yl}amino}-3-phenylpropan-2-yl}nicotinamide